COC(=O)C1CC2(C1)OCCO2 5,8-dioxaspiro[3.4]octane-2-carboxylic acid methyl ester